1-Methyl-2-(2-methylbenzo[d]thiazol-6-yl)hydrazine-1,2-dicarboxylic acid di-tert-butyl ester C(C)(C)(C)OC(=O)N(N(C(=O)OC(C)(C)C)C1=CC2=C(N=C(S2)C)C=C1)C